C(\C=C\C(=O)[O-])(=O)[O-].C(N)(=O)C(C[N-]C(C(CC(C(CC(CC1=CC(=C(C=C1)OC)OCCCOC)C(C)C)N)O)C(C)C)=O)(C)C.C(N)(=O)C(C[N-]C(C(CC(C(CC(CC1=CC(=C(C=C1)OC)OCCCOC)C(C)C)N)O)C(C)C)=O)(C)C N-(2-carbamoyl-2-methylpropyl)-5-amino-4-hydroxy-2,7-diisopropyl-8-[4-methoxy-3-(3-methoxypropoxy)-phenyl]-octanoyl-amide hemi-fumarate